Trispiro[pyrrolo[2,3-b]pyrazine-7,1'-cyclobutane-3',1''-cyclohexane-4'',2'''-[1,3]dioxolan]-6(5H)-one O1C2(OCC1)CCC1(CC2)CC2(C1)C(NC1=NC=CN=C12)=O